Cl[C@H](C(=O)N(NC([C@H](CC1(CC1)C)NC(=O)C1=NOC(=C1)C(F)F)=O)C[C@H]1C(NCC1)=O)F N-[(1S)-2-[2-[(2R)-2-chloro-2-fluoro-acetyl]-2-[[(3S)-2-oxopyrrolidin-3-yl]methyl]hydrazino]-1-[(1-methylcyclopropyl)methyl]-2-oxo-ethyl]-5-(difluoromethyl)isoxazole-3-carboxamide